O1CC(C1)C1=CC(=NN1C1=CC=C(C=C1)CN)C(F)(F)F 1-[4-[5-(oxetan-3-yl)-3-(trifluoromethyl)pyrazol-1-yl]phenyl]methanamine